CC1=NOC(=N1)C1=CC=C(C(=O)O)C=C1 4-(3-methyl-1,2,4-oxadiazol-5-yl)benzoic acid